ClC=1C=C(C=C(C1F)Cl)C1(CC(=NO1)N1CC=2N=C(N=CC2C1)SC)C(F)(F)F 5-(3,5-dichloro-4-fluorophenyl)-3-(2-(methylthio)-5,7-dihydro-6H-pyrrolo[3,4-d]pyrimidin-6-yl)-5-(trifluoromethyl)-4,5-dihydroisoxazole